(4-[(DIMETHYLAMINO)METHYL]PHENYL)BORONIC ACID HYDROCHLORIDE Cl.CN(C)CC1=CC=C(C=C1)B(O)O